rel-tert-butyl ((1R,4R,6S)-3-oxo-2-azabicyclo[4.2.1]nonan-4-yl)carbamate O=C1N[C@@H]2CC[C@H](C[C@H]1NC(OC(C)(C)C)=O)C2 |o1:3,6,8|